COC(C1=CC=C(C=C1)[C@H]1NCCNC1)=O |r| (+/-)-4-(piperazin-2-yl)benzoic acid methyl ester